CN1C(C(=C(C=C1C)[O-])NC(N[C@@H](CC(=O)[O-])C=1C=C(C(=CC1)F)C1=C(C=CC=C1)C)=O)=O.[Na+].[Na+] Natrium (S)-3-(3-(1,6-Dimethyl-4-oxido-2-oxo-1,2-dihydropyridin-3-yl)ureido)-3-(6-fluoro-2'-methylbiphenyl-3-yl)propanoat